C(OCC(O)C1=CC=CC=C1)([O-])=S phenyl-(2-hydroxyethyl) thiocarbonate